COC1=CC=C(C=C1)C1=NOC(=C1)C1=CC=C(C=C1)C1=C(C=CC(=C1)C)S(=O)(=O)N (4-(3-(4-methoxyphenyl)isoxazol-5-yl)phenyl)-4-methylbenzenesulfonamide